tetrahydro-1,3-thiazine S1CNCCC1